[(2R,3R,4S,5R)-3-benzoyloxy-5-[6-(cyclopropylamino)-2-(trifluoromethyl)purin-9-yl]-4-fluoro-tetrahydrofuran-2-yl]methyl benzoate C(C1=CC=CC=C1)(=O)OC[C@H]1O[C@H]([C@H]([C@@H]1OC(C1=CC=CC=C1)=O)F)N1C2=NC(=NC(=C2N=C1)NC1CC1)C(F)(F)F